1-cyclopropyl-7-(3-methylamino-1-piperidyl)-8-methoxyl-6-fluoro-1,4-dihydro-4-oxo-3-quinolinecarboxylic acid C1(CC1)N1C=C(C(C2=CC(=C(C(=C12)OC)N1CC(CCC1)NC)F)=O)C(=O)O